2',2'''-(1,1'-dimethyl-1H,1'H-[2,2'-biimidazole]-4,4'-diyl)bis(3-(9H-carbazol-9-yl)-5-methyl-[1,1'-biphenyl]-2-ol) CN1C(=NC(=C1)C1=C(C=CC=C1)C=1C(=C(C=C(C1)C)N1C2=CC=CC=C2C=2C=CC=CC12)O)C=1N(C=C(N1)C1=C(C=CC=C1)C=1C(=C(C=C(C1)C)N1C2=CC=CC=C2C=2C=CC=CC12)O)C